ClC=1C(=C(C=CC1)NC1=C(NC2=C1C(NC[C@H]2C[C@@H]2CN(CCO2)C)=O)C2=CC=NC=C2)OC |o1:16| (7R*)-3-[(3-chloro-2-methoxyphenyl)amino]-7-{[(2R)-4-methylmorpholin-2-yl]methyl}-2-(pyridin-4-yl)-1H,5H,6H,7H-pyrrolo[3,2-c]pyridin-4-one